C1(=CC=CC2=CC=CC(=C12)N)N naphthalene-1,8-diamine